OC1=C(C=CC(=C1)OC(F)(F)F)C=1C(N(C(=NN1)N[C@H]1CN(CCC1)C)C)=O (R)-6-(2-hydroxy-4-(trifluoromethoxy)phenyl)-4-methyl-3-((1-methylpiperidin-3-yl)amino)-1,2,4-triazin-5(4H)-one